hexadecadien-4-yn-1-ol C(=CCC#CC=CCCCCCCCCC)O